2,3-dimethylcyclopropylcarboxylic acid benzyl ester C(C1=CC=CC=C1)OC(=O)C1C(C1C)C